BrC1=CC(=NN1C)CO (5-bromo-1-methylpyrazol-3-yl)methanol